C(#N)C1=C(C=CC=C1)[C@@H](CC)C=1C=NN(C1C)CC (1R,2R)-1-(2-cyanophenyl)-1-(1-ethyl-5-methyl-1H-pyrazol-4-yl)propan